Sodium N-lauroyl-N-methyltaurate C(CCCCCCCCCCC)(=O)N(CCS(=O)(=O)[O-])C.[Na+]